TRANS-1-(cyclobutylmethyl)-8-(dimethylamino)-8-phenyl-1,3-diazaspiro[4.5]decan-2-one C1(CCC1)CN1C(NCC12CCC(CC2)(C2=CC=CC=C2)N(C)C)=O